NC[C@H](CO)O (2R)-3-aminopropane-1,2-diol